Cl.Cl.C1(CC1)[C@H]1CN(CCN1)C=1N=NC(=CN1)C1=C(C=C(C=C1)C1=CC=2C(C=N1)=NN(N2)C)O 2-{3-[(3S)-3-cyclopropylpiperazin-1-yl]-1,2,4-triazin-6-yl}-5-(2-methyl-2H-[1,2,3]triazolo[4,5-c]pyridin-6-yl)phenol dihydrochloride